2-hydroxy-3-[4-(2-hydroxyethyl)-1-piperazinyl]propanesulfonic acid, monohydrate O.OC(CS(=O)(=O)O)CN1CCN(CC1)CCO